(2,7-di-tert-butylfluorenyl)-tert-butylamino-dimethyl-zirconium C(C)(C)(C)C1=C(C=2CC3=CC(=CC=C3C2C=C1)C(C)(C)C)[Zr](C)(C)NC(C)(C)C